4-pentanyl-4'-Cyanobiphenyl C(CCCC)C1=CC=C(C=C1)C1=CC=C(C=C1)C#N